45-2,2'-{[6,6'-di(naphthalen-2-yl)[1,1'-binaphthalene]-2,2'-diyl]bis(oxyethane-2,1-diyloxy[1,1'-binaphthalene]-2',2-diyloxy)}di(ethan-1-ol) C1=C(C=CC2=CC=CC=C12)C=1C=C2C=CC(=C(C2=CC1)C1=C(C=CC2=CC(=CC=C12)C1=CC2=CC=CC=C2C=C1)OCCOC1=C(C2=CC=CC=C2C=C1)C1=C(C=CC2=CC=CC=C12)OCCO)OCCOC1=C(C2=CC=CC=C2C=C1)C1=C(C=CC2=CC=CC=C12)OCCO